N-(2,6-dimethyl-4-(4-(4-vinylphenoxy)butoxy)phenyl)-N-(3,4,5-trimethylphenyl)ethane-1,2-diamine CC1=C(C(=CC(=C1)OCCCCOC1=CC=C(C=C1)C=C)C)N(CCN)C1=CC(=C(C(=C1)C)C)C